ClC1=CC=C(C=C1)N(C1=C2C=C3C=CC(C(C3=CC2=CC=C1)=O)=O)C1=CC=C(C=C1)Cl 5-(bis(4-chlorophenyl)amino)anthracene-1,2-dione